(allyl-sulfonyl)benzene C(C=C)S(=O)(=O)C1=CC=CC=C1